tert-butyl (2R,5S)-5-[[2-(4-chloro-3-fluoro-phenoxy)acetyl]amino]-2-[(3,3,3-trifluoropropoxycarbonylamino)carbamoyl]piperidine-1-carboxylate ClC1=C(C=C(OCC(=O)N[C@H]2CC[C@@H](N(C2)C(=O)OC(C)(C)C)C(NNC(=O)OCCC(F)(F)F)=O)C=C1)F